5-(4-((2R,5S)-5-(4-chlorobenzyl)-2-(1-fluoroethyl)morpholino)piperidin-1-yl)-4H-1,2,4-triazol-3-amine 2,2,2-trifluoroacetate FC(C(=O)O)(F)F.ClC1=CC=C(C[C@@H]2N(C[C@@H](OC2)C(C)F)C2CCN(CC2)C=2NC(=NN2)N)C=C1